C(N)(=O)C1=CC2=C(SC(=C2C2CC2)C(F)(F)P(OCC)(OCC)=O)C(=C1)OCCCS(=O)(=O)C diethyl ((5-carbamoyl-3-cyclopropyl-7-(3-(methylsulfonyl)propoxy) benzo[b]thiophen-2-yl)difluoromethyl)phosphonate